P(=O)(OCC)(OCC)OC=1C=CC2=C(C1)OC(C=1C2N2N(CC1)C(N(C2=O)C2=CC=C(C=C2)C(F)(F)F)=O)(C)C diethyl 7,7-dimethyl-1,3-dioxo-2-(4-(trifluoromethyl) phenyl)-2,3,5,12b-tetrahydro-1H,7H-chromeno[4,3-c][1,2,4]triazolo[1,2-a]pyridazin-10-yl phosphate